CC1(CCN(CC1)C=1OC2=C(C=C(C=C2C(C1)=O)C)C(C)NC=1C(=NC(=CC1)C)C(=O)O)C 3-[1-[2-(4,4-Dimethyl-1-piperidyl)-6-methyl-4-oxo-chromen-8-yl]ethylamino]-6-methyl-pyridine-2-carboxylic acid